OC1=CC=C(C[C@@H]2N(C[C@@H](NC[C@@H](N(C[C@@H](N(C2)CC(=O)O)CC2=CC=C(C=C2)O)CC(=O)O)CC2=CC=C(C=C2)O)CC2=CC=C(C=C2)O)CC(=O)O)C=C1 2,2',2''-((2S,5S,8S,11S)-2,5,8,11-tetrakis(4-hydroxybenzyl)-1,4,7,10-tetraazacyclododecane-1,4,7-triyl)triacetic acid